C(C=C)(=O)N1CCC(CC1)CCCC(=O)N1CCN(CC1)C1=NC(=NC(=N1)C=1C(=NC(=NC1)N)C(F)F)N1CCOCC1 4-(1-acryloylpiperidin-4-yl)-1-(4-(4-(2-amino-4-(difluoromethyl)pyrimidin-5-yl)-6-morpholino-1,3,5-triazin-2-yl)piperazin-1-yl)butan-1-one